FC=1C=C(C=CC1N1CCN(CC1)C1COCC1)C1=CC2=C(C(=N1)C)C=C(N2C)C2=CC=C(C=C2)S(=O)(=O)C 6-(3-Fluoro-4-(4-(tetrahydrofuran-3-yl)piperazin-1-yl)phenyl)-1,4-dimethyl-2-(4-(methylsulfonyl)phenyl)-1H-pyrrolo[3,2-c]pyridin